N1(CCOCC1)CCC(C=CC=CC=CC(CC=CCC)O)O 1-(morpholin-4-yl)pentadeca-4,6,8,12-tetraene-3,10-diol